13-bromo-3-tridecenyloxymethyl ether BrCCCCCCCCCC=CCCOCOCOCCC=CCCCCCCCCCBr